3-fluoro-2-(propan-2-yl)phenol FC=1C(=C(C=CC1)O)C(C)C